((4,4-difluorocyclohexyl)amino)-2-oxoacetic acid FC1(CCC(CC1)NC(C(=O)O)=O)F